O1S(CN=CC1)(=O)=O 3,6-dihydro-1,2,4-oxathiazine-2,2-dioxide